1-PHENYLCYCLOPROPANECARBALDEHYDE C1(=CC=CC=C1)C1(CC1)C=O